4-[5-(aminomethyl)pyrazin-2-yl]-3-(2-methyl-6-morpholin-4-ylpyridin-4-yl)oxybenzonitrile NCC=1N=CC(=NC1)C1=C(C=C(C#N)C=C1)OC1=CC(=NC(=C1)N1CCOCC1)C